C12CN(CC(CNC1)C2)C2=NC=C(C(=N2)NC=2C=C1C=NNC1=CC2)F N-(2-(3,7-diazabicyclo[3.3.1]non-3-yl)-5-fluoropyrimidin-4-yl)-1H-indazol-5-amine